(2S)-methylaminopropiophenone CN[C@H](C(=O)C1=CC=CC=C1)C